ethyl 5-((2-fluoro-6-methoxybenzyl)amino)-8-phenylimidazo[1,5-c]pyrimidine-1-carboxylate FC1=C(CNC2=NC=C(C=3N2C=NC3C(=O)OCC)C3=CC=CC=C3)C(=CC=C1)OC